(S)-methyl 2-(5-(3-(5-(pentan-3-ylcarbamoyl) oxazol-2-yl) phenyl)-1H-pyrazole-3-carboxamido)-3-phenylpropionate CCC(CC)NC(=O)C1=CN=C(O1)C=1C=C(C=CC1)C1=CC(=NN1)C(=O)N[C@H](C(=O)OC)CC1=CC=CC=C1